[Cr].[Ni].[Cr] chromium nickel-chromium